N-(2-(trifluoromethyl)benzyl)-2-(3-(trifluoromethyl)pyrrolidin-1-yl)pyrido[2,3-d]pyrimidin-4-amine FC(C1=C(CNC=2C3=C(N=C(N2)N2CC(CC2)C(F)(F)F)N=CC=C3)C=CC=C1)(F)F